N-[4-Amino-1-(2-trimethylsilylethoxymethyl)pyrazolo[4,3-c]pyridin-7-yl]-2-oxo-2-[rac-(2R,5S)-5-methyl-2-(2-methyl-3,4-dihydro-1H-isoquinolin-6-yl)-1-piperidyl]acetamide NC1=NC=C(C2=C1C=NN2COCC[Si](C)(C)C)NC(C(N2[C@H](CC[C@@H](C2)C)C=2C=C1CCN(CC1=CC2)C)=O)=O |r|